methyl (2S,7aR)-2-(difluoromethoxy)-6-methylenetetrahydro-1H-pyrrolizine-7a(5H)-carboxylate FC(O[C@H]1C[C@]2(CC(CN2C1)=C)C(=O)OC)F